ClC1=CC=C(C=C1)C[C@@H](C(=O)O)N(C)C(=O)OCC1C2=CC=CC=C2C=2C=CC=CC12 (2S)-3-(4-chlorophenyl)-2-[9H-fluoren-9-ylmethoxycarbonyl-(methyl)amino]propanoic acid